N-isopropyl-5-(quinolin-3-yl)furan-2-carboxamide C(C)(C)NC(=O)C=1OC(=CC1)C=1C=NC2=CC=CC=C2C1